(S)-2-(5'-bromo-3,3'-difluoro-2,5-dioxo-2',3'-dihydrospiro[imidazolidine-4,1'-indene]-1-yl)-N-(4-fluorobenzyl)-N-(3-(trifluoromethyl)oxetan-3-yl)acetamide BrC=1C=C2C(C[C@@]3(C2=CC1)N(C(N(C3=O)CC(=O)N(C3(COC3)C(F)(F)F)CC3=CC=C(C=C3)F)=O)F)F